N1=NN(C2=NC=CC=C21)C=2C=C(C(=NC2)C(=O)OC)F methyl 5-(3H-[1,2,3]triazolo[4,5-b]pyridin-3-yl)-3-fluoropicolinate